FC1=C(C(=O)N2CCC3(CCN3C3=NC=C(C#N)C=C3)CC2)C=C(C=C1)C=O 6-(7-(2-fluoro-5-formylbenzoyl)-1,7-diazaspiro[3.5]nonan-1-yl)nicotinonitrile